2-Aminoethane-1-sulfonylamine hydrochloride Cl.NCCS(=O)(=O)N